methyl (E)-3-(3-(3,3-difluoro-N-((4-(3-methyl-1,2,4-oxadiazol-5-yl)bicyclo[2.2.2]octan-1-yl)methyl)cyclobutane-1-carboxamido)phenyl)acrylate FC1(CC(C1)C(=O)N(CC12CCC(CC1)(CC2)C2=NC(=NO2)C)C=2C=C(C=CC2)/C=C/C(=O)OC)F